2-(3-bromo-5-chloro-phenyl)-4-(2-nitrophenyl)sulfonyl-morpholine BrC=1C=C(C=C(C1)Cl)C1CN(CCO1)S(=O)(=O)C1=C(C=CC=C1)[N+](=O)[O-]